C(C)(C)(C)OC(CCC1=CC=C(C=C1)C1=CC=C(C=C1)C1=N[C@H](C=2N(C3=C1C(=C(S3)C)C)C(=NN2)C)CC(=O)OC)=O 3-{4'-[(6S)-6-(2-methoxy-2-oxoethyl)-2,3,9-trimethyl-6H-thieno[3,2-f][1,2,4]triazolo[4,3-a][1,4]diazepin-4-yl][1,1'-biphenyl]-4-yl}propanoic acid tert-butyl ester